4-(2-Chloro-6-methyl-5-nitropyrimidin-4-yl)piperazine-1-carboxylate ClC1=NC(=C(C(=N1)N1CCN(CC1)C(=O)[O-])[N+](=O)[O-])C